(3R)-4-[3-bromo-7-(4-methanesulfonylphenyl)pyrazolo[1,5-a]pyrimidin-5-yl]-3-methylmorpholine BrC=1C=NN2C1N=C(C=C2C2=CC=C(C=C2)S(=O)(=O)C)N2[C@@H](COCC2)C